Cl.C(\C=C\C(=O)OC)(=O)OCCN(CCOC)CCOC 2-(bis(2-methoxyethyl)amino)ethyl methyl fumarate hydrochloride